ClC1=CC=C(C(=C1C=O)F)C 6-CHLORO-2-FLUORO-3-METHYLBENZALDEHYDE